FC(C=1C=NC(=NC1)N1CC=2N(CC1)N=C(N2)COC[C@H](CC)N)(F)F (S)-1-((7-(5-(trifluoromethyl)pyrimidin-2-yl)-5,6,7,8-tetrahydro-[1,2,4]triazolo[1,5-a]pyrazin-2-yl)methoxy)butan-2-amine